C(C)[C@]1(C(OCC=2C(N3CC=4C(=NC=5C=C(C(=CC5C4CNS(=O)(=O)C4=CC=CC=C4)C)F)C3=CC21)=O)=O)O (S)-N-((4-ethyl-8-fluoro-4-hydroxy-9-methyl-3,14-dioxo-3,4,12,14-tetrahydro-1H-pyrano[3',4':6,7]indolizino[1,2-b]quinolin-11-yl)methyl)benzenesulfonamide